tri(3-hydroxypropyl)phosphine OCCCP(CCCO)CCCO